4-carboxysalicylaldehyde C(=O)(O)C=1C=C(C(C=O)=CC1)O